triphenylenyl(naphthylphenyl)anthracene-d8 C1(=CC=CC=2C3=CC=CC=C3C3=CC=CC=C3C12)C1=C2C(=C(C(=C(C2=C(C=2C(=C(C(=C(C12)[2H])[2H])[2H])[2H])[2H])[2H])[2H])[2H])C1=C(C=CC=C1)C1=CC=CC2=CC=CC=C12